FC=1C=C(C=2C3=C(N(C2C1)CC1=CC=C(CP(OCC)(OCC)=O)C=C1)C=CC(=N3)C)F Diethyl (4-((7,9-difluoro-2-methyl-5H-pyrido[3,2-b]indol-5-yl)methyl)benzyl)phosphonate